(1,2-dioxo-1,2-ethanediyl)bis(imino-2,1-ethanediyl)bis[3-[4-hydroxyl-3,5-Bis(2-methyl-2-propanyl)phenyl]propionate] O=C(C(=O)NCCC(C(=O)[O-])CC1=CC(=C(C(=C1)C(C)(C)C)O)C(C)(C)C)NCCC(C(=O)[O-])CC1=CC(=C(C(=C1)C(C)(C)C)O)C(C)(C)C